CC=1N(C=CN1)CC1=CC=C(C=[N+](C2=CC=CC=C2)[O-])C=C1 N-(4-((2-methyl-1H-imidazol-1-yl)methyl)benzylidene)aniline oxide